3-(((4-(diethylamino)butoxy)carbonyl)oxy)pentadecyl-6,6-bis(octyloxy)hexanoate C(C)N(CCCCOC(=O)OC(CCOC(CCCCC(OCCCCCCCC)OCCCCCCCC)=O)CCCCCCCCCCCC)CC